C(#N)C=1N=C(NC1C#N)C(F)(F)F.[Li] Lithium 4,5-dicyano-2-trifluoromethylimidazole